6-{[2-Fluoro-5-(7-morpholin-4-yl-quinazolin-4-yl)-phenyl]hydroxy-methyl}-1-methyl-1H-pyridin-2-one FC1=C(C=C(C=C1)C1=NC=NC2=CC(=CC=C12)N1CCOCC1)C(C1=CC=CC(N1C)=O)O